O[C@@H](C(=O)OC)C(C)(C)C1=C(C=CC=C1)OCC1=NC(=NC=C1)C1=C(C=CC=C1)OC methyl (R)-2-hydroxy-3-(2-((2-(2-methoxyphenyl) pyrimidin-4-yl) methoxy) phenyl)-3-methylbutyrate